Propan chloride [Cl-].CCC